N-[4-[4-[(1S,3R)-3-aminocyclopentanecarbonyl]piperazine-1-carbonyl]-3-fluoro-5-methylphenyl]-5-[1-(cyanomethyl)-3-(trifluoromethyl)pyrazol-4-yl]-1-methylimidazole-2-carboxamide N[C@H]1C[C@H](CC1)C(=O)N1CCN(CC1)C(=O)C1=C(C=C(C=C1C)NC(=O)C=1N(C(=CN1)C=1C(=NN(C1)CC#N)C(F)(F)F)C)F